7-Ethyl-4-(3-(1-ethyl-4-(methoxymethyl)-1H-benzo[d][1,2,3]triazol-5-yl)-4-fluorophenyl)-7H-imidazo[4,5-c]pyridazine C(C)N1C=NC2=C1N=NC=C2C2=CC(=C(C=C2)F)C2=C(C1=C(N(N=N1)CC)C=C2)COC